4-(4-propenoylpiperazin-1-yl)-6-fluoro-1-(2-isopropyl-6-methylphenyl)-7-(naphthalen-2-yl)pyrido[2,3-d]pyrimidin-2(1H)-one C(C=C)(=O)N1CCN(CC1)C=1C2=C(N(C(N1)=O)C1=C(C=CC=C1C)C(C)C)N=C(C(=C2)F)C2=CC1=CC=CC=C1C=C2